(R)-3-(2-((tert-butyldimethylsilyl)oxy)ethyl)-5-nitro-3,4-dihydro-2H-benzo[b][1,4]oxazine-7-sulfonamide [Si](C)(C)(C(C)(C)C)OCC[C@H]1NC2=C(OC1)C=C(C=C2[N+](=O)[O-])S(=O)(=O)N